C1(CC1)N1C=C2C(NN=C(C2=C(C1=O)C)C)=O 6-cyclopropyl-1,8-dimethylpyrido[3,4-d]pyridazin-4,7(3H,6H)-dione